C(C)(C)C=1OC=C(N1)C=1C=C(C=CC1)N(C(=O)[C@@H]1CC[C@H](CC1)CC(=O)O)C[C@@H]1CC[C@H](CC1)C1=CC(=C(C=C1)OC)C 2-(trans-4-((3-(2-Isopropyloxazol-4-yl)phenyl)((trans-4-(4-methoxy-3-methylphenyl)cyclohexyl)methyl)carbamoyl)-cyclohexyl)acetic acid